2-cyano-4-fluoro-3-methylbenzoic acid C(#N)C1=C(C(=O)O)C=CC(=C1C)F